5-(2,5-dichloropyrimidin-4-yl)-3a-methylhexahydropyrrolo[3,4-c]pyrrole-2(1H)-carboxylic acid tert-butyl ester C(C)(C)(C)OC(=O)N1CC2CN(CC2(C1)C)C1=NC(=NC=C1Cl)Cl